5-(methoxymethoxy)pyridine-3-carboxylic acid COCOC=1C=C(C=NC1)C(=O)O